1-[(4-hydroxybutyl)(2-hydroxyoctyl)amino]octan-2-ol OCCCCN(CC(CCCCCC)O)CC(CCCCCC)O